4-ethoxy-m-phenylenediamine C(C)OC1=C(C=C(C=C1)N)N